1-(1-bromoethyl)-4-ethylbenzene BrC(C)C1=CC=C(C=C1)CC